NC1=CC=C(OC=2C=C(C=CC2)C(=O)C2=CC(=CC=C2)OC2=CC=C(C=C2)N)C=C1 bis[3-(4-Aminophenoxy)phenyl]ketone